glycerol bis(mercaptoacetate) SCC(=O)OCC(OC(CS)=O)CO